methyl 4-(1-(2-methoxyethyl)-4-(trifluoromethyl)-1H-imidazol-2-yl)benzoate COCCN1C(=NC(=C1)C(F)(F)F)C1=CC=C(C(=O)OC)C=C1